COC(=O)C1(CC=2C(=CNC(C2C)=O)C1)C(=O)OC 4-methyl-3-oxo-5,7-dihydrocyclopenta[c]Pyridine-6,6-dicarboxylic acid dimethyl ester